ICCCI 1,3-diiodo-n-propane